ClC1=C(C=CC(=C1)C1=NC(=NO1)C1=CC=C(CN2CCC(CC2)(C(=O)O)COCCOC)C=C1)C1=CC=CC=C1 1-{4-[5-(2-Chlorobiphenyl-4-yl)-[1,2,4]-oxadiazol-3-yl]-benzyl}-4-(2-methoxyethoxymethyl)piperidine-4-carboxylic acid